4-(5-(hydroxymethyl)-2H-tetrazol-2-yl)-2-methylbenzonitrile OCC=1N=NN(N1)C1=CC(=C(C#N)C=C1)C